methyl 6-[(6-tert-butyl-1,1-dimethyl-2,3-dihydro-1H-inden-4-yl)amino]pyridine-3-carboxylate C(C)(C)(C)C1=CC(=C2CCC(C2=C1)(C)C)NC1=CC=C(C=N1)C(=O)OC